Br.BrN[C@@H](CCO)C(=O)O bromohomoserine hydrobromide